ClC1=C(C=CC(=C1)F)C(=O)N1CC2CCC(C1)N2C2=C(C=CC(=C2)S(=O)(=O)N2CCN(CC2)CCC2=CC=C(C=C2)Cl)OCOC (2-chloro-4-fluoro-phenyl)-[8-[5-[4-[2-(4-chlorophenyl)ethyl]piperazin-1-yl]sulfonyl-2-(methoxymethoxy)phenyl]-3,8-diazabicyclo[3.2.1]octan-3-yl]methanone